OC1CC(NC1)C(=O)NCC1=C(C=C(C=C1)C1=C(N=CS1)C)OCCCC1CCNCC1 4-hydroxy-N-(4-(4-methylthiazol-5-yl)-2-(3-(piperidin-4-yl)propoxy)benzyl)pyrrolidine-2-carboxamide